[I-].ICCCC[N+](C)(C)C 4-iodobutyltrimethylammonium iodide